CC1=CC(=C(C(=O)O)C=C1)N1CCNCC1 p-methylpiperazinylbenzoic acid